1,2-bis{3,6-bis[N-(9-ethylcarbazol-3-yl)-amino]-9H-carbazol-9-yl}cyclobutane C(C)N1C2=CC=CC=C2C=2C=C(C=CC12)NC=1C=CC=2N(C3=CC=C(C=C3C2C1)NC=1C=CC=2N(C3=CC=CC=C3C2C1)CC)C1C(CC1)N1C2=CC=C(C=C2C=2C=C(C=CC12)NC=1C=CC=2N(C3=CC=CC=C3C2C1)CC)NC=1C=CC=2N(C3=CC=CC=C3C2C1)CC